FC1(CCC(CC1)[C@@H](C(=O)NC1=CC=C(C=C1)C=1C(=NNC1C)C)NC(=O)C=1N(N=CC1)C(C)C)F N-[(1S)-1-(4,4-difluorocyclohexyl)-2-[4-(3,5-dimethyl-1H-pyrazol-4-yl)anilino]-2-oxo-ethyl]-2-isopropyl-pyrazole-3-carboxamide